C(C)(C)(C)C=1C(=CC(=C(C1)C(CCC)C1=C(C=C(C(=C1)C(C)(C)C)O)C)C)O 1,1-bis(5-t-butyl-4-hydroxy-2-methylphenyl)butane